C1(CCCC1)N1C(=CC2=C1N=C(N=C2)NC2=NC=C(C=C2)N2CCN(CC2)C(CO)C)C(=O)O 7-cyclopentyl-2-{5-[4-(2-hydroxy-1-methylethyl)-piperazin-1-yl]-pyridin-2-ylamino}-7H-pyrrolo[2,3-d]pyrimidine-6-carboxylic acid